O[C@@H](C=O)[C@@H]([C@H]([C@H]([C@H](CO)O)O)O)O (2R,3R,4S,5S,6S)-2,3,4,5,6,7-hexahydroxyheptanal